2-{2-ethoxy-5-[(4-ethylpiperazin-1-yl)sulfonyl]phenyl}-5,7-dimethylimidazo[5,1-f][1,2,4]triazin-4(3H)-one C(C)OC1=C(C=C(C=C1)S(=O)(=O)N1CCN(CC1)CC)C1=NN2C(C(N1)=O)=C(N=C2C)C